S(=O)(=O)(O)O.C(CCC)N1C(N(C=C1)C)C 1-butyl-2,3-dimethylimidazole hydrogen sulfate